N1CNC=2C=NC=CC21 2,3-dihydro-1H-imidazo[4,5-c]pyridin